3-{1-[(7-{[(1R)-1-(hydroxymethyl)-3-methylbutyl]amino}-2-oxo-2,3-dihydro[1,3]thiazolo[4,5-d]pyrimidin-5-yl)thio]ethyl}benzamide OC[C@@H](CC(C)C)NC=1C2=C(N=C(N1)SC(C)C=1C=C(C(=O)N)C=CC1)NC(S2)=O